FC(C=1C=C2C(=CC1)NC(C21CCN(CC1)CCOC=1C=C2C(=NC1)N(C(C2)=O)C2CC(C2)(C)O)=O)F 5-(difluoromethyl)-1'-[2-({2-oxo-1-[(cis)-3-hydroxy-3-methylcyclobutyl]-1H,2H,3H-pyrrolo[2,3-b]pyridin-5-yl}oxy)ethyl]-1,2-dihydrospiro[indole-3,4'-piperidin]-2-one